2-(3-(dimethylamino)prop-1-ynyl)-5-fluorobenzene-1,4-diamine CN(CC#CC1=C(C=C(C(=C1)N)F)N)C